7-[4-(dimethylamino)phenyl]-N-(2,2,6,6-tetramethyl-4-piperidinyl)-1,6-naphthyridine-5-amine CN(C1=CC=C(C=C1)C=1N=C(C=2C=CC=NC2C1)NC1CC(NC(C1)(C)C)(C)C)C